NC1=NC(=C2N(C(N(C2=N1)[C@@H]1O[C@@H]([C@@H]([C@H]1O)F)[C@H](CC)O)=O)CC#C)OC 2-amino-9-((2r,3s,4r,5r)-4-fluoro-3-hydroxy-5-((S)-1-hydroxypropyl)tetrahydrofuran-2-yl)-6-methoxy-7-(prop-2-yn-1-yl)-7,9-dihydro-8H-purin-8-one